FC1=CC=C(C=C1)[C@H]1[C@@H](C1)NCCC[C@@H](C(=O)N1CCC1)NC(C1=CC=C(C=C1)C#N)=O N-[(2S)-5-[[(1R,2S)-2-(4-Fluorophenyl)cyclopropyl]amino]-1-(azetidin-1-yl)-1-oxopentan-2-yl]-4-cyanobenzamide